CCCCCCCCC(CCCCCCCC)OC(CCCN(CCCCCCCCCCCCCCC(=O)OCCCCC)CCO)=O Pentyl 15-((4-(heptadecan-9-yloxy)-4-oxobutyl)(2-hydroxyethyl)amino)pentadecanoate